5-chloro-4-[4-methoxy-2-[methyl(methylsulfonyl)amino]anilino]pyrimidine ClC=1C(=NC=NC1)NC1=C(C=C(C=C1)OC)N(S(=O)(=O)C)C